N-(3,5-dimethoxyphenyl)-3-(3-methyl-1-(piperidin-4-yl)-1H-pyrazol-4-yl)-quinoxalin-6-amine COC=1C=C(C=C(C1)OC)NC=1C=C2N=C(C=NC2=CC1)C=1C(=NN(C1)C1CCNCC1)C